C(=C)C(C=C)[SiH2]Cl divinylmethyl-chlorosilane